ClC1=C(C=CC=C1)CS(=O)(=O)N(C)C1=CC=C(C=C1)N1C2=C(NC(CC1=O)=O)C=1CCCCC1C=C2 1-(2-chlorophenyl)-N-[4-(2,4-dioxo-1,2,3,4,8,9,10,11-octahydronaphtho[1,2-b][1,4]diazepin-5-yl)phenyl]-N-methylmethanesulfonamide